2-methylpropan-2-yl {[(3S)-hexahydropyridin-3-yl] amino}carboxylate N1C[C@H](CCC1)NC(=O)OC(C)(C)C